FC1=C2C(=NC(NC2=CC=C1)=O)N1CCCC2=C(C=CC=C12)C#CC(C)(C)OC 5-fluoro-4-[5-(3-methoxy-3-methyl-but-1-ynyl)-3,4-dihydro-2H-quinolin-1-yl]-1H-quinazolin-2-one